O[C@@H]1CN(CC[C@H]1C1=CC2=CC=CC=C2C=C1)C(CN1C(OCC1)=O)=O |o1:1| 3-{2-[(3S*,4S)-3-hydroxy-4-(2-naphthyl)piperidin-1-yl]-2-oxoethyl}-1,3-oxazolidin-2-one